4-(5-methoxy-2-pyridinyl)-phenylboronic acid COC=1C=CC(=NC1)C1=CC=C(C=C1)B(O)O